ClCC1=NC2=C(N1CC=1OC=CN1)C=C(C=C2)C(=O)OCCCC Butyl 2-(chloromethyl)-1-(1,3-oxazol-2-ylmethyl)-1H-benzimidazole-6-carboxylate